4-(3-fluoro-4-(1-methyl-4-(trifluoromethyl)-1H-imidazol-2-yl)benzyl)-2-(1-isopropyl-4-methyl-1H-pyrazol-5-yl)-4,5,6,7-tetrahydropyrazolo[1,5-a]pyrimidine FC=1C=C(CN2C=3N(CCC2)N=C(C3)C3=C(C=NN3C(C)C)C)C=CC1C=1N(C=C(N1)C(F)(F)F)C